N1=C(C(=NC2=CC(=CC=C12)C=O)[2H])[2H] (quinoxalin-6-yl-2,3-d2)methanone